O1CCN(CC1)C1=CC(=NC=2N1N=C(C2)C2=CC=NC=C2)OCC(O)C=2C=C(C=CC2)C 2-((7-morpholino-2-(pyridin-4-yl)pyrazolo[1,5-a]pyrimidin-5-yl)oxy)-1-(m-tolyl)ethan-1-ol